COC=1C=CC(=NC1)C#CC1=CN=C(C2=CN=C(C=C12)N)NC 4-((5-methoxypyridin-2-yl)ethynyl)-N1-methyl-2,7-naphthyridine-1,6-diamine